(19-(ethylamino)-19-oxononadecanoyl)glycine C(C)NC(CCCCCCCCCCCCCCCCCC(=O)NCC(=O)O)=O